3-cyclohexane-methanol C1CC(CCC1)CO